The molecule is a polyunsaturated fatty acyl-CoA(4-) arising from deprotonation of the phosphate and diphosphate functions of 11,12-epoxy-(5Z,8Z,14Z)-icosatrienoyl-CoA; major species at pH 7.3. It is a long-chain fatty acyl-CoA(4-) and a polyunsaturated fatty acyl-CoA(4-). It is a conjugate base of an 11,12-epoxy-(5Z,8Z,14Z)-icosatrienoyl-CoA. CCCCC/C=C\\CC1C(O1)C/C=C\\C/C=C\\CCCC(=O)SCCNC(=O)CCNC(=O)[C@@H](C(C)(C)COP(=O)([O-])OP(=O)([O-])OC[C@@H]2[C@H]([C@H]([C@@H](O2)N3C=NC4=C(N=CN=C43)N)O)OP(=O)([O-])[O-])O